C[Se][Se]C dimethyldiselane